4-[4-[3-(Difluoromethyl)-4-[[5-[(1R,4R)-2-oxa-5-azabicyclo[2.2.1]heptan-5-yl]pyrazolo[1,5-a]pyrimidine-3-carbonyl]amino]pyrazol-1-yl]-1-piperidyl]benzoic acid FC(C1=NN(C=C1NC(=O)C=1C=NN2C1N=C(C=C2)N2[C@H]1CO[C@@H](C2)C1)C1CCN(CC1)C1=CC=C(C(=O)O)C=C1)F